N[C@@H]1[C@@H](OCC12CCN(CC2)C2=C(C(N(C(=N2)C)C2=C(C(=C(C=C2)OC)Cl)Cl)=O)C)C 6-((3S,4S)-4-Amino-3-methyl-2-oxa-8-aza-spiro[4.5]dec-8-yl)-3-(2,3-dichloro-4-methoxy-phenyl)-2,5-dimethyl-3H-pyrimidin-4-one